C1(CCCCC1)N(C1=CC=CC=C1)C(CC1(CCN(CC1)C(N(C1=CC=C(C=C1)F)CC)=O)C(=O)O)=O 4-[2-(N-cyclohexylanilino)-2-oxo-ethyl]-1-[ethyl-(4-fluorophenyl)carbamoyl]piperidine-4-carboxylic acid